O[C@@H]1[C@@H](CCCC1)N1C=NC2=C(C1=O)C=C(N=C2C=2C=NN(C2)C)C2=CC=C(C=C2)C(F)(F)F 3-((1R,2S)-2-hydroxycyclohexyl)-8-(1-methyl-1H-pyrazol-4-yl)-6-(4-(trifluoromethyl)phenyl)pyrido[3,4-d]pyrimidin-4(3H)-one